(E)-N'-[2-bromo-4-chloro-6-[7-chloro-2-(oxan-2-yl)indazole-4-carbonyl]phenyl]-N,N-dimethylmethanimidamide BrC1=C(C(=CC(=C1)Cl)C(=O)C=1C2=CN(N=C2C(=CC1)Cl)C1OCCCC1)/N=C/N(C)C